3-((4-(5-chloro-1-((4-fluoropiperidin-4-yl)methyl)-1H-indol-7-yl)pyrrolo[2,1-f][1,2,4]triazin-6-yl)methyl)-1-(methyl-d3)pyrimidine-2,4(1H,3H)-dione ClC=1C=C2C=CN(C2=C(C1)C1=NC=NN2C1=CC(=C2)CN2C(N(C=CC2=O)C([2H])([2H])[2H])=O)CC2(CCNCC2)F